N-(2-amino-4-bromo-phenyl)-4-(2-chloro-6-propylamino-purin-9-ylmethyl)-benzamide NC1=C(C=CC(=C1)Br)NC(C1=CC=C(C=C1)CN1C2=NC(=NC(=C2N=C1)NCCC)Cl)=O